N-benzyl-4-{2-[(piperidin-3-yl)amino]-5-(trifluoromethyl)pyrimidin-4-yl}-1H-pyrrol-2-carboxamide C(C1=CC=CC=C1)NC(=O)C=1NC=C(C1)C1=NC(=NC=C1C(F)(F)F)NC1CNCCC1